BrC1=C(C(=C(OC2=C(C(=NN=N2)OC2=C(C(=C(C=C2)Br)Br)Br)OC2=C(C(=C(C=C2)Br)Br)Br)C=C1)Br)Br tri(tribromophenoxy)triazine